N1=CC=C(C=C1)CC=1N=C(N(C1)COCC[Si](C)(C)C)CCC#N 3-(4-(pyridin-4-ylmethyl)-1-((2-(trimethylsilyl)ethoxy)methyl)-1H-imidazol-2-yl)propionitrile